BrC(CCC(CCOCOCOCCC(CCC(CCC)Br)C=CCCCC)C=CCCCC)CCC (3Z)-6-bromo-3-hexenylnonyloxymethyl ether